CC1(OB(OC1(C)C)C=1C=CC2=C(SC3=C2C=CC(=C3)B3OC(C(O3)(C)C)(C)C)C1)C 3,7-bis(4,4,5,5-tetramethyl-1,3,2-dioxaborolan-2-yl)dibenzothiophene